C1(CC1)NC1=NC2=CC=C(C=C2C(=N1)NC(C(=O)N)C)C1=CC=C(C=C1)F 2-((2-(cyclopropylamino)-6-(4-fluorophenyl)quinazolin-4-yl)amino)propanamide